O[C@H](C[C@H](C(C)C)N(C([C@H]([C@H](CC)C)NC(=O)[C@@H]1N(CCCC1)C)=O)OCCCC#C)C=1SC=C(N1)C(=O)OCC Ethyl 2-[(1R,3R)-1-hydroxy-4-methyl-3-[(2S,3S)-3-methyl-2-{[(2R)-1-methylpiperidin-2-yl]formamido}-N-(pent-4-yn-1-yloxy)pentanamido]pentyl]-1,3-thiazole-4-carboxylate